C(C)OC(C1=C(N=C(C=C1C)C(F)(F)F)NCC1=CC=C(C=C1)OC)=O.C(C=C)C1=NC(=CC=C1NC(C1=CC(=NC=C1NC1=C(C=C(C=C1)F)CCC=C)C(F)(F)F)=O)OC N-(2-Allyl-6-methoxypyridin-3-yl)-5-((2-(but-3-en-1-yl)-4-fluorophenyl)amino)-2-(trifluoromethyl)isonicotinamide ethyl-2-((4-methoxybenzyl)amino)-4-methyl-6-(trifluoromethyl)nicotinate